N-trifluoromethanesulfonylaminosulfonate FC(S(=O)(=O)NS(=O)(=O)[O-])(F)F